(R)-1-(4-fluorophenyl)-2-((pent-2-yl)amino)ethan-1-ol FC1=CC=C(C=C1)[C@H](CNC(C)CCC)O